tert-butyl (2-((tert-butyldimethylsilyl)oxy)ethyl)((6-cyclopropyl imidazo[1,2-a]pyridin-2-yl)methyl)carbamate [Si](C)(C)(C(C)(C)C)OCCN(C(OC(C)(C)C)=O)CC=1N=C2N(C=C(C=C2)C2CC2)C1